2-(3'-chloro-phenyl)-propylene ClC=1C=C(C=CC1)C(=C)C